N1N=C(C=C1)OCC(CCC(C(=O)NNC)(C)C=1C=C(C=CC1)CC(C(=O)OCC)C)(F)F ethyl 3-(3-(6-((1H-pyrazol-3-yl)oxy)-5,5-difluoro-2-methyl-1-(2-methylhydrazineyl)-1-oxohexan-2-yl)phenyl)-2-methyl-propanoate